ClC=1C=C(C=C2C=CN(C12)C)CC[C@@H](C(=O)O)NC(=O)OCC1C2=CC=CC=C2C=2C=CC=CC12 (2S)-4-(7-chloro-1-methyl-indol-5-yl)-2-(9H-fluoren-9-ylmethoxycarbonylamino)butanoic acid